[2H]C1(N(C(C(C(C1([2H])[2H])(OS(=O)(=O)C)[2H])([2H])[2H])([2H])[2H])C(=O)OC(C)(C)C)[2H] tert-butyl 2,2,3,3,4,5,5,6,6-nonadeuterio-4-methylsulfonyloxy-piperidine-1-carboxylate